COC=1C=C(C(=O)NC)C=CC1NCC#CC=1N=C2N(C=C(C=C2NC2CCN(CC2)C)NC(C(=C)C)=O)C1CC(F)(F)F 3-methoxy-N-methyl-4-[(3-{8-[(1-methylpiperidin-4-yl)amino]-6-(2-methylprop-2-enamido)-3-(2,2,2-trifluoroethyl)imidazo[1,2-a]pyridin-2-yl}prop-2-yn-1-yl)amino]benzamide